4-methoxy-N-methylindole COC1=C2C=CN(C2=CC=C1)C